CN1CCC(CC1)C=1N=C2C(=NC1)NC=C2C2CCN(CC2)C(=O)C2=CC=C(C=C2)OC(F)(F)F [4-[2-(1-methyl-4-piperidyl)-5H-pyrrolo[2,3-b]pyrazin-7-yl]-1-piperidyl]-[4-(trifluoromethoxy)phenyl]methanone